CC1N(CC(C1)=O)C(=O)OCC1=CC=CC=C1 Benzyl 2-methyl-4-oxopyrrolidine-1-carboxylate